tert-Butyl ((1r,4r)-4-(2-amino-2-methylpropyl)cyclohexyl)(methyl)carbamate NC(CC1CCC(CC1)N(C(OC(C)(C)C)=O)C)(C)C